(2,2,4-trimethyl)cyclohexane CC1(CCCC(C1)C)C